NC=1C=2N(C=CN1)C(=NC2C2=CC=C(C(=O)NC1=NC=CC=C1)C=C2)[C@H]2N(CCC2)C(COCCOCCSC2=C1CN(C(C1=CC=C2)=O)C2C(NC(CC2)=O)=O)=O 4-(8-amino-3-((2S)-1-(2-(2-(2-((2-(2,6-dioxopiperidin-3-yl)-1-oxoisoIndoline-4-yl)thio)ethoxy)ethoxy)acetyl)pyrrolidin-2-yl)imidazo[1,5-a]pyrazin-1-yl)-N-(pyridine-2-yl)benzamide